bi-naphthol C=1(C(=CC=C2C=CC=CC12)O)C1=CC=CC2=CC=CC=C12